8-((R)-1-aminoethyl)-3,6-dimethyl-2-(2-methyltetrahydrofuran-2-yl)quinazolin-4(3H)-one N[C@H](C)C=1C=C(C=C2C(N(C(=NC12)C1(OCCC1)C)C)=O)C